ClC=1N(C=2C(=NC=CC2)N1)CC1=CC=C(C#N)C=C1 4-((2-chloro-1H-imidazo[4,5-b]pyridin-1-yl)methyl)benzonitrile